FC=1C=C(C=C(C1)F)C1=CC(=CC=C1)C[C@@H]1C=2C(N(C=NC2CC[C@@H]1NS(=O)(=O)CC)C(C)C)=O N-[(5R,6S)-5-[(3',5'-difluoro[1,1'-biphenyl]-3-yl)methyl]-4-oxo-3-(propan-2-yl)-3,4,5,6,7,8-hexahydroquinazolin-6-yl]ethanesulfonamide